COC1=NC=C(C=N1)C(=O)NC=1SC=C(N1)C=1C(=NC=CC1)C 2-methoxy-N-[4-(2-methyl-3-pyridyl)thiazol-2-yl]pyrimidine-5-carboxamide